N-((1s,4s)-4-((7-morpholinoimidazo[1,2-c]pyrimidin-5-yl)oxy)cyclohexyl)pyrazin-2-amine O1CCN(CC1)C1=CC=2N(C(=N1)OC1CCC(CC1)NC1=NC=CN=C1)C=CN2